(4-(1,1-difluoro-2-methoxyethyl)-4-hydroxycyclohexyl)carbamic acid tert-butyl ester C(C)(C)(C)OC(NC1CCC(CC1)(O)C(COC)(F)F)=O